FC(C=1C=C(N)C=CC1)(C1(CC1)C)F 3-(difluoro(1-methylcyclopropyl)methyl)aniline